1-(5-(tert-butyl)isoxazol-3-yl)-3-(2-(5-hydroxy-1H-indole-2-carbonyl)-1H-pyrrolo[2,3-b]pyridin-5-yl)urea C(C)(C)(C)C1=CC(=NO1)NC(=O)NC=1C=C2C(=NC1)NC(=C2)C(=O)C=2NC1=CC=C(C=C1C2)O